C(C)(=O)C1=CC(=C(C=N1)C(=O)NC=1SC(=NN1)OCC1=CC=C(C=C1)Cl)C1=C(C=CC=C1)OC 6-acetyl-N-[5-[(4-chlorophenyl)methoxy]-1,3,4-thiadiazol-2-yl]-4-(2-methoxyphenyl)pyridine-3-carboxamide